(3S,4R)-4-[(5S)-8-fluoro-5H-imidazo[4,3-a]isoindol-5-yl]oxolan-3-ol FC1=CC=C2[C@@H](N3C(C2=C1)=CN=C3)[C@H]3[C@@H](COC3)O